C(C)(=O)NC1=C2C(=CC(=NC2=C(C(=C1)OC)OC)C(=O)OCCC)C(=O)OCCC dipropyl 5-acetamido-7,8-dimethoxyquinoline-2,4-dicarboxylate